ClC1=CC=C(C=C1)C=CC(=O)NC1=C(C(=NN1)C1=CC=NC=C1)C 3-(4-chlorophenyl)-N-(4-methyl-3-(pyridin-4-yl)-1H-pyrazol-5-yl)propenamide